methyl (R)-6-chloro-3-((1-(3,6-dimethyl-2-(1-methyl-1H-imidazol-4-yl)-4-oxo-3,4-dihydroquinazolin-8-yl)ethyl)amino)picolinate ClC1=CC=C(C(=N1)C(=O)OC)N[C@H](C)C=1C=C(C=C2C(N(C(=NC12)C=1N=CN(C1)C)C)=O)C